FC=1C=C(N2N=C(N=CC21)N[C@H]2[C@@H](CN(CC2)S(=O)(=O)C)O)C2=C(C(=C(C(=C2F)F)F)F)F (3R,4R)-4-((5-fluoro-7-(perfluorophenyl)pyrrolo[2,1-f][1,2,4]triazin-2-yl)amino)-1-(methylsulfonyl)piperidin-3-ol